FC=1C(=CC(=NC1)C(O[Si](C(C)(C)C)(C)C)CCO[Si](C(C)(C)C)(C)C)N 5-fluoro-2-(2,2,3,3,9,9,10,10-octamethyl-4,8-dioxa-3,9-disilaundecan-5-yl)pyridin-4-amine